CN(C/C=C/C(=O)N1CCOC2=C3C(=NC=NC3=CC=C21)NC2=CC=C(C=C2)OCC2=CC(=CC=C2)C#N)C (E)-4-(dimethylamino)-1-(10-((4-((3-cyanobenzyl)oxy)phenyl)amino)-2,3-dihydro-4H-[1,4]oxazino[2,3-f]quinazolin-4-yl)but-2-en-1-one